2-chloro-N-(2-carbonyl-2-(thien-2-yl)ethyl)acetamide ClCC(=O)NCC(C=1SC=CC1)=C=O